(2S,4R)-1-[(2S)-2-(17-amino-3,6,9,12,15-pentaoxaheptadecanamido)-3,3-dimethylbutanoyl]-4-hydroxy-N-{[4-(4-methyl-1,3-thiazol-5-yl)phenyl]methyl}pyrrolidine-2-carboxamide NCCOCCOCCOCCOCCOCC(=O)N[C@H](C(=O)N1[C@@H](C[C@H](C1)O)C(=O)NCC1=CC=C(C=C1)C1=C(N=CS1)C)C(C)(C)C